(7-(6-(7-azaspiro[3.5]nonan-7-yl)pyridin-3-yl)pyrazolo[1,5-a]pyridin-3-yl)(piperidin-1-yl)methanone C1CCC12CCN(CC2)C2=CC=C(C=N2)C2=CC=CC=1N2N=CC1C(=O)N1CCCCC1